C(N)(=O)C=1C(=NN2C1NCC[C@H]2C2CCN(CC2)C2CCN(CC2)CC2=CC=C(C(=O)O)C=C2)C2=CC=C(C=C2)OC2=CC=CC=C2 (S)-4-((4-(3-carbamoyl-2-(4-phenoxyphenyl)-4,5,6,7-tetrahydropyrazolo[1,5-a]pyrimidin-7-yl)-[1,4'-bipiperidin]-1'-yl)methyl)benzoic Acid